COC1=C(CNC=O)C=CC(=C1)OC (2,4-dimethoxybenzyl)formamide